4-(phenylamino)-2-(2-(pyridin-2-yl)ethylamino)pyrimidine-5-carboxamide C1(=CC=CC=C1)NC1=NC(=NC=C1C(=O)N)NCCC1=NC=CC=C1